4-{4-[4-(3-chloro-2-fluoro-phenylamino)-7-methoxy-quinazolin-6-yloxy]-cyclohexyl}-1-methyl-piperazin-2-one ClC=1C(=C(C=CC1)NC1=NC=NC2=CC(=C(C=C12)OC1CCC(CC1)N1CC(N(CC1)C)=O)OC)F